Tin(IV) chloride [Sn](Cl)(Cl)(Cl)Cl